C(C)(C)(C)C1=CC(=NN1[C@@H]1[C@H](COC1)O)NC=1N(C=2C(=NC=C(C2Cl)OC2=CC=3N(N=C2)C=CN3)N1)C (3R,4S)-4-(5-(tert-butyl)-3-((7-chloro-6-(imidazo[1,2-b]pyridazin-7-yloxy)-1-methyl-1H-imidazo[4,5-b]pyridin-2-yl)amino)-1H-pyrazol-1-yl)tetrahydrofuran-3-ol